C(C)NC(NC1=CC(=CNC1=O)CN1CCN(CC1)C=1C=CC(=NC1C)C(=O)NC)=O 5-(4-((5-(3-ethylureido)-6-oxo-1,6-dihydropyridin-3-yl)methyl)piperazin-1-yl)-N,6-dimethylpicolinamide